3-fluoro-4-hydroxy-1-azaspiro[4.4]nonane-1-carboxylic acid tert-butyl ester C(C)(C)(C)OC(=O)N1CC(C(C12CCCC2)O)F